7-chloro-3-[5-cyclopropyl-4-[5-(4-piperidyl)pyrimidin-2-yl]isoxazol-3-yl]-1-isopropyl-pyrazolo[4,3-c]pyridin-4-amine ClC=1C2=C(C(=NC1)N)C(=NN2C(C)C)C2=NOC(=C2C2=NC=C(C=N2)C2CCNCC2)C2CC2